C(C)OC1=CC(=NN1C1=CC=C(C=C1)CN)C(F)(F)F (4-(5-ethoxy-3-(trifluoromethyl)-1H-pyrazol-1-yl)phenyl)methanamine